trimethyl-(3,5-dimethyl-1-hexyne-3-yloxy)silane C[Si](OC(C#C)(CC(C)C)C)(C)C